ClC1=C(C=C(C=C1)[C@@H]1C([C@@H]([C@H]([C@@H]([C@H]1O)O)O)CO)=O)CC1=CC=C(C=C1)OCC (2S,3S,4R,5R,6R)-2-(4-chloro-3-(4-ethoxybenzyl)phenyl)-3,4,5-trihydroxy-6-(hydroxymethyl)cyclohexane-1-one